(S)-N-(1-(3-(benzyloxy)-2-chlorophenyl)-1,4,5,7-tetrahydropyrano[3,4-c]pyrazol-4-yl)-5,6,7,8-tetrahydroimidazo[1,5-a]pyridine-1-carboxamide C(C1=CC=CC=C1)OC=1C(=C(C=CC1)N1N=CC2=C1COC[C@H]2NC(=O)C=2N=CN1C2CCCC1)Cl